methyl 3-hydroxyquinoxaline-2-carboxylate OC=1C(=NC2=CC=CC=C2N1)C(=O)OC